NC1C2=CC=CC=C2CC12CCN(CC2)C=2NC(C1=C(N2)NN=C1C(=C)C=1C=NC(=CC1)[C@@]1(COCC1)O)=O (S)-6-(1-amino-1,3-dihydro-spiro[inden-2,4'-piperidin]-1'-yl)-3-(1-(6-(3-hydroxy-oxolan-3-yl)pyridin-3-yl)vinyl)-1,5-dihydro-4H-pyrazolo[3,4-d]pyrimidin-4-one